5,6-difluorobenzimidazole-2-carbaldehyde FC1=CC2=C(N=C(N2)C=O)C=C1F